4-nitrophenyl 2-[4-(1H-pyrazol-1-yl)piperidin-1-yl]-6-azaspiro[3.4]octane-6-carboxylate N1(N=CC=C1)C1CCN(CC1)C1CC2(C1)CN(CC2)C(=O)OC2=CC=C(C=C2)[N+](=O)[O-]